3-(acetylthio)pyrrolidine-1-carboxylate C(C)(=O)SC1CN(CC1)C(=O)[O-]